p-cyanobenzyl carbamate C(N)(OCC1=CC=C(C=C1)C#N)=O